(1-hydroxy-1-(4-hydroxyphenyl)propan-2-yl)-5-(3-methoxyphenyl)octahydro-cyclopenta[c]pyrrol-5-ol OC(C(C)C1NCC2C1CC(C2)(O)C2=CC(=CC=C2)OC)C2=CC=C(C=C2)O